bis(4-aminophenyl)disulphide NC1=CC=C(C=C1)SSC1=CC=C(C=C1)N